The molecule is an oxime ether that is 3,6-bis(methoxyimino)hexane carrying four hydroxy substituents at positions 1, 2, 4 and 5. It is an oxime O-ether and a tetrol. CO/N=C/C(C(/C(=N\\OC)/C(CO)O)O)O